S(=O)(=O)(O)C1C(=O)N(C(C1)=O)OC(=O)OCCS(=O)(=O)CCOC(=O)ON1C(C(CC1=O)S(=O)(=O)O)=O 2-(sulfosuccinimidooxycarbonyloxy)ethylsulfone